5-(3-phenylbenzoyl)amino-3-(1-(tert-butyl)piperidin-4-yl)-1H-indole C1(=CC=CC=C1)C=1C=C(C(=O)NC=2C=C3C(=CNC3=CC2)C2CCN(CC2)C(C)(C)C)C=CC1